NC1=CC2=C(N=C(N=C2)NC2=NC=C(C=C2)NCCCCN(CC)CC)N(C1=O)C1CCCC1 6-Amino-8-cyclopentyl-2-[5-(4-diethylamino-butylamino)-pyridin-2-ylamino]-8H-pyrido[2,3-d]pyrimidin-7-one